6-chloro-3-iodopyridazin-4-amine ClC1=CC(=C(N=N1)I)N